(R)-methyl 6-((3-chlorophenyl)sulfonyl)-1-(4-fluorophenyl)-4,4a,5,6,7,8-hexahydro-1H-pyrazolo[3,4-g]isoquinoline-4a-carboxylate ClC=1C=C(C=CC1)S(=O)(=O)N1C[C@]2(CC3=C(C=C2CC1)N(N=C3)C3=CC=C(C=C3)F)C(=O)OC